F[C@@H]1C[C@@]2(CCCN2C1)COC=1N=C(C2=C(N1)C(=C(N=C2OC)C2=C1C=NNC1=CC(=C2C)C)F)N2CCOC[C@](C2)(O)C (6S)-4-(2-{[(2R,7aS)-2-fluoro-hexahydro-1H-pyrrolizin-7a-yl]methoxy}-7-(5,6-dimethyl-1H-indazol-4-yl)-8-fluoro-5-methoxypyrido[4,3-d]pyrimidin-4-yl)-6-methyl-1,4-oxazepan-6-ol